(5-((4-amino-1-methyl-1H-pyrazol-3-yl)amino)furo[2,3-c]pyridin-2-yl)(2,6-difluoro-3,5-dimethoxyphenyl)methanol NC=1C(=NN(C1)C)NC=1C=C2C(=CN1)OC(=C2)C(O)C2=C(C(=CC(=C2F)OC)OC)F